CNC(=O)C1=NN(C(=C1)C(=O)NC1=CC(=NS1)C)[C@@H](C)C1=CC=CC=C1 (S)-N3-Methyl-N5-(3-methylisothiazol-5-yl)-1-(1-phenylethyl)-1H-pyrazole-3,5-dicarboxamide